methyl 6-fluoro-2-oxo-1,2-dihydroquinoline-7-carboxylate FC=1C=C2C=CC(NC2=CC1C(=O)OC)=O